COC(C1=C(N=C(C=C1C(CBr)=O)Br)OC1CC1)=O 6-bromo-4-(2-bromoacetyl)-2-cyclopropyloxynicotinic acid methyl ester